ClC1=NC=C(C(=C1)N1C(C=C(C=C1C([2H])([2H])[2H])OCC1=NC=C(C=C1F)F)=O)C 2'-Chloro-4-((3,5-difluoropyridin-2-yl)methoxy)-5'-methyl-6-(methyl-d3)-2H-[1,4'-bipyridin]-2-one